3,3,3-trifluoro-2-hydroxy-2-methylpropanoic acid FC(C(C(=O)O)(C)O)(F)F